(S)-N-Boc-3-morpholinecarboxaldehyde C(=O)(OC(C)(C)C)N1[C@@H](COCC1)C=O